N[C@@H]1CN(CC[C@H]1F)C1=NC2=C(N1CC(=O)N(C1CCOCC1)CCC#N)C=C(C(=C2)F)F 2-(2-((3r,4r)-3-amino-4-fluoropiperidin-1-yl)-5,6-difluoro-1H-benzo[d]imidazol-1-yl)-N-(2-cyanoethyl)-N-(tetrahydro-2H-pyran-4-yl)acetamide